N1(CCC1)C(CN[C@H]1CN(C[C@H](C1)C)C1=C2C=CC=NC2=C(C=C1)C(F)(F)F)=O 1-azetidin-1-yl-2-[(3R,5S)-5-methyl-1-(8-trifluoromethyl-quinolin-5-yl)-piperidin-3-ylamino]Ethanone